C(C1=CC=CC=C1)OC1=NC(=CC=C1)OCC1=CC=CC=C1 2,6-bis(benzyloxy)pyridin